C(C1=CC=C(C(=O)O)C=C1)(=O)O.OCCC(COCCO)O 2-hydroxyethyl-diethylene glycol terephthalate